C(=O)(OC)C1(C(=O)OC1(C)C)C carbomethoxy-α,β-dimethyl-β-butyrolactone